BrC=1C=C2C(=C(C(=NC2=C2C=CC=NC12)OCC1=CC=C(C=C1)OC)N)C=1C2=CN(N=C2C(=C(C1)F)Cl)C1OCCCC1 6-Bromo-4-[7-chloro-6-fluoro-2-(oxan-2-yl)indazol-4-yl]-2-[(4-methoxyphenyl)methoxy]-1,7-phenanthrolin-3-amine